C(N)(=N)C1=CC=C(S1)[C@@H](C)NC(=O)[C@H]1N([C@H]2C[C@]2(C1)CO)C(CNC(C1=CC=C(C=C1)OC1=CC=C(C=C1)F)=O)=O (1S,3S,5R)-N-((R)-1-(5-carbamimidoylthiophen-2-yl)ethyl)-2-((4-(4-fluorophenoxy)benzoyl)glycyl)-5-(hydroxymethyl)-2-azabicyclo[3.1.0]hexane-3-carboxamide